(7R)-2-[4-(3-methylphenoxy)phenyl]-7-[4-(2-nitrobenzene-1-sulfonyl)piperazin-1-yl]-4,5,6,7-tetrahydro-2H-pyrazolo[4,3-b]pyridine-3-carboxamide CC=1C=C(OC2=CC=C(C=C2)N2N=C3C(NCC[C@H]3N3CCN(CC3)S(=O)(=O)C3=C(C=CC=C3)[N+](=O)[O-])=C2C(=O)N)C=CC1